BrC=1C(=NC(=NC1)NC1=C(C=C(C(=C1)C)N1CCC(CC1)N1CCN(CC1)C)OC)NC=1C=C(C=C2CCCC(C12)O)F 8-((5-Bromo-2-((2-methoxy-5-methyl-4-(4-(4-methylpiperazin-1-yl)piperidin-1-yl)phenyl)Amino)pyrimidin-4-yl)amino)-6-fluoro-1,2,3,4-tetrahydronaphthalen-1-ol